N1(C=NC=C1)C=1C=C(C(=O)NC2CC(OCC2)C(C)C)C=CC1 3-(1H-imidazol-1-yl)-N-(2-isopropyltetrahydro-2H-pyran-4-yl)benzamide